BrC1=CC(=C(C#N)C=C1[N+](=O)[O-])Cl 4-bromo-2-chloro-5-nitrobenzonitrile